C(C)(C)(C)C1=CC=C(C(=O)CC(C2=CC=C(C=C2)C(C)(C)C)=O)C=C1 bis(4-tert-butylbenzoyl)methane